3-(3-chloropropyl)-8-methyl-1H-4,2,1-benzooxathiazine 2,2-dioxide ClCCCC1S(NC2=C(O1)C=CC=C2C)(=O)=O